2-methyl-2-[6-[(3R)-3-methylmorpholin-4-yl]-1-(2-trimethylsilylethoxymethyl)pyrazolo[3,4-b]pyridin-4-yl]propanenitrile CC(C#N)(C)C1=C2C(=NC(=C1)N1[C@@H](COCC1)C)N(N=C2)COCC[Si](C)(C)C